heptadecan-9-yl 8-((2-hydroxy-6-(1H-pyrrole-3-carboxamido)hexyl)(6-((8-methyldecyl)oxy)-6-oxohexyl)Amino)octanoate OC(CN(CCCCCCCC(=O)OC(CCCCCCCC)CCCCCCCC)CCCCCC(=O)OCCCCCCCC(CC)C)CCCCNC(=O)C1=CNC=C1